CN(C1(CCC2(CN(C(N2CCC2(CCC2)OC)=O)C2=C(C#N)C=CC=C2)CC1)C1=CC=CC=C1)C Cis-2-[8-(dimethylamino)-1-[2-(1-methoxycyclobutyl)ethyl]-2-oxo-8-phenyl-1,3-diazaspiro[4.5]Decan-3-yl]Benzonitrile